6-(m-tolyl)-1-(2-oxobutyl)-3H-imidazo[4,5-b]pyridin-2-one C1(=CC(=CC=C1)C=1C=C2C(=NC1)NC(N2CC(CC)=O)=O)C